[6-bromo-2-(3-cyano-5-fluorophenoxy)phenyl]ethyl difluoroacetate FC(C(=O)OCCC1=C(C=CC=C1Br)OC1=CC(=CC(=C1)F)C#N)F